2H,6H-[1,4]thiazepino[2,3,4-ij]quinazolin-6-one S1CC=CN2C(N=CC3=CC=CC1=C23)=O